C(C1=CC=CC=C1)(C1=CC=CC=C1)N1C(=NC2=NC=C(C=C21)C=2C(=NOC2C)C)N 1-benzhydryl-6-(3,5-dimethylisoxazol-4-yl)-1H-imidazo[4,5-b]pyridin-2-amine